C(CCCCCCCCCCC)(=O)OCCCCCCCCCCCCCCCCCCCCCCCCCC(=O)O 26-dodecanoyloxy-hexacosanoic acid